tert-butyl 4-(3-fluoro-5-nitropyridin-2-yl)piperazine-1-carboxylate FC=1C(=NC=C(C1)[N+](=O)[O-])N1CCN(CC1)C(=O)OC(C)(C)C